1-(tert-Butyl)-3-(3-Chlorophenyl)-5-methyl-pyrazol-4-ol C(C)(C)(C)N1N=C(C(=C1C)O)C1=CC(=CC=C1)Cl